C(C)OC(C(F)(F)C1=C(C=CC(=C1)Br)F)=O 2-(5-bromo-2-fluorophenyl)-2,2-difluoroacetic acid ethyl ester